O(P([O-])(=O)OP(=O)([O-])OP(=O)([O-])[O-])CCNC(=O)OCC1C2=CC=CC=C2C=2C=CC=CC12 N-(9-fluorenylmethoxycarbonyl)-2-aminoethyl triphosphate